(iodomethyl)(methyl)sulfane ICSC